C(C=C)(=O)N1C(CC(CC1)N1C=NC=2C(=NC=3C(=C(C(=CC3C21)Cl)C2=C(C=CC(=C2)C)C)F)N2CC(C2)N(C)C)CC#N 2-(1-acryloyl-4-(8-chloro-4-(3-(dimethylamino)azetidin-1-yl)-7-(2,5-dimethylphenyl)-6-fluoro-1H-imidazo[4,5-c]quinolin-1-yl)piperidin-2-yl)acetonitrile